7-(3-(benzyloxy)-8-chloronaphthalen-1-yl)-2,4-dichloro-6-(2-chlorophenoxy)quinazoline C(C1=CC=CC=C1)OC=1C=C(C2=C(C=CC=C2C1)Cl)C1=C(C=C2C(=NC(=NC2=C1)Cl)Cl)OC1=C(C=CC=C1)Cl